disodium xanthylsuccinate C1=CC=CC=2OC3=CC=CC=C3C(C12)C(C(=O)[O-])CC(=O)[O-].[Na+].[Na+]